FC1=C(C(=CC=C1)F)C(C)C 2-(2,6-difluoro-phenyl)propan